{4-[(6-Methoxy-pyridin-3-ylmethyl)-amino]-2,6-dimethyl-phenyl}-carbamic acid propyl ester C(CC)OC(NC1=C(C=C(C=C1C)NCC=1C=NC(=CC1)OC)C)=O